3-(benzothiophen-3-yl)isothiazol-5-amine S1C=C(C2=C1C=CC=C2)C2=NSC(=C2)N